CC(C=CO)CCCC(=C)C 3,7-dimethyl-1,7-octadien-1-ol